(R)-3-((4-cyanophenyl)thio)-4-methylenepyrrolidine-1-carboxylic acid tert-butyl ester C(C)(C)(C)OC(=O)N1C[C@@H](C(C1)=C)SC1=CC=C(C=C1)C#N